CC=1N=C2N(C=C(C(=C2)C)NC(=O)C=2C=CC(=C3C=CN=NC23)N2CCNCC2)C1 N-[2,7-dimethylimidazo[1,2-a]pyridin-6-yl]-5-(piperazin-1-yl)cinnoline-8-carboxamide